[Br-].C[N+](C)(C1CCCCC1)CC N,N-dimethylethyl-cyclohexylammonium bromide